C(#N)C=1C(=NC(=C(C1C1CC1)C#N)S)N1CCC(CC1)(C)NC(OC(C)(C)C)=O tert-Butyl (1-(3,5-dicyano-4-cyclopropyl-6-mercaptopyridin-2-yl)-4-methylpiperidin-4-yl)carbamate